C(CCC)C1=CC=C(C=C1)C=1C(=CC=CC1)C1=CC=C(C=C1)CCCC 4,4''-dibutyl-1,1':2',1''-terphenyl